6-[4-(methoxycarbonyl)-1-methylpyrrolidin-2-yl]-3',6'-dihydro-2'h-[3,4'-bipyridine]-1'-carboxylic acid tert-butyl ester C(C)(C)(C)OC(=O)N1CCC(=CC1)C=1C=NC(=CC1)C1N(CC(C1)C(=O)OC)C